ClC1=CC=C2C(=N1)N(C=C2C=2C=C1C(=NC2OC)C=NN1COCC[Si](C)(C)C)COCC[Si](C)(C)C 6-chloro-3-(5-methoxy-1-[[2-(trimethylsilyl)ethoxy]methyl]pyrazolo[4,3-b]pyridin-6-yl)-1-[[2-(trimethylsilyl)ethoxy]methyl]pyrrolo[2,3-b]pyridine